N-(4-chlorobenzyl)-N-methylthiophene-2-carboxamide ClC1=CC=C(CN(C(=O)C=2SC=CC2)C)C=C1